(S)-8-chloro-6-(((1-(1-(difluoromethyl)cyclopropyl)-1H-1,2,3-triazol-4-yl)(2-methyl-3-oxoisoindolin-4-yl)methyl)amino)-4-(neopentylamino)quinoline-3-carbonitrile ClC=1C=C(C=C2C(=C(C=NC12)C#N)NCC(C)(C)C)N[C@@H](C1=C2C(N(CC2=CC=C1)C)=O)C=1N=NN(C1)C1(CC1)C(F)F